Dimethyl 2-isopropyl-2-(2-(N-(4-methoxybenzyl)cyclopropanesulfonamido)pyrimidin-4-yl)malonate C(C)(C)C(C(=O)OC)(C(=O)OC)C1=NC(=NC=C1)N(S(=O)(=O)C1CC1)CC1=CC=C(C=C1)OC